BrC1=CC2=C(C(=N1)NC=1C(=C(C(=C(C(=O)NCC(F)F)C1)Cl)F)F)N(C=N2)C(C)C 5-((6-bromo-3-isopropyl-3H-imidazo[4,5-c]pyridin-4-yl)amino)-2-chloro-N-(2,2-difluoroethyl)-3,4-difluorobenzamide